C(C)OCCOCC(C)OCCOCC 1,2-di-[(1-ethoxy)ethoxy]propane